N1(C=CC=C1)C1=CC=C(C=C1)NC(COC=1C=CC=C2C(=NN(C12)C)C1C(NC(CC1)=O)=O)=O N-(4-(1H-Pyrrol-1-yl)phenyl)-2-((3-(2,6-dioxopiperidin-3-yl)-1-methyl-1H-indazol-7-yl)oxy)acetamide